COC([C@@H](N)CC1=CC=C(C=C1)NC(CCC)=O)=O 4-butyrylaminophenylalanine methyl ester